C1(CC1)C=1N=CN(C1)C=1C(=C(C(=O)NC2=NC(=CC=C2)C2=NN=NN2C(C)C)C=CC1C)F (4-cyclopropyl-1H-imidazol-1-yl)-N-(6-(1-isopropyl-1H-tetrazol-5-yl)pyridin-2-yl)-2-fluoro-4-methylbenzamide